2,2'-{[6,6'-di(thianthren-1-yl)[1,1'-binaphthalene]-2,2'-diyl]bis(oxyethane-2,1-diyloxy[1,1'-binaphthalene]-2',2-diyloxy)}di(ethan-1-ol) C1(=CC=CC=2SC3=CC=CC=C3SC12)C=1C=C2C=CC(=C(C2=CC1)C1=C(C=CC2=CC(=CC=C12)C1=CC=CC=2SC3=CC=CC=C3SC12)OCCOC1=C(C2=CC=CC=C2C=C1)C1=C(C=CC2=CC=CC=C12)OCCO)OCCOC1=C(C2=CC=CC=C2C=C1)C1=C(C=CC2=CC=CC=C12)OCCO